C[SiH](C)OC(C)(C)C tert-butyl dimethyl-silyl ether